(S)-4-((1-(2-aminopropyl)-2-oxo-1,2-dihydropyridin-3-yl)methyl)-1-(5-(trifluoromethyl)pyrimidin-2-yl)piperazin-2-one N[C@H](CN1C(C(=CC=C1)CN1CC(N(CC1)C1=NC=C(C=N1)C(F)(F)F)=O)=O)C